[Cl-].CO[Si](OC)(OC)CCCC(CCCCCCC[N+](CCC)(CCC)CCCCCCCCCCCCC)F trimethoxysilylpropyl-N,N-dipropyl-tridecyl-fluorooctyl-ammonium chloride